C1(CC1)C1=NC=NC(=C1C1=NC=C(C(=N1)N(CC1=CC=C(C=C1)C=1N(C=C(N1)C(F)(F)F)C)C)OC(C)C)OC 4'-Cyclopropyl-5-isopropoxy-6'-methoxy-N-methyl-N-(4-(1-methyl-4-(trifluoromethyl)-1H-imidazol-2-yl)benzyl)-[2,5'-bipyrimidin]-4-amine